ClC1=CC(=CC(=N1)N1[C@@H](C2=CC=CC=C2C1)C(=O)N(C=1C=C(C=CC1)C)C)C(F)(F)F (S)-2-(6-chloro-4-(trifluoromethyl)pyridin-2-yl)-N-methyl-N-(m-tolyl)isoindoline-1-carboxamide